C(C)C(CO)C(CCC)O 2-ETHYL-1,3-HEXANDIOL